5-[3-[(2-iodobenzoyl)amino]phenyl]-1H-naphtho[1,2-B][1,4]diazepine-2,4(3H,5h)-dione IC1=C(C(=O)NC=2C=C(C=CC2)N2C3=C(NC(CC2=O)=O)C2=CC=CC=C2C=C3)C=CC=C1